CC=1OC2=C(CC1)C=CC=C2 2-methyl-4H-benzopyran